C(C)OC(=O)C1=NN(C(=C1)C)COCC[Si](C)(C)C 5-methyl-1-((2-(trimethylsilyl)ethoxy)methyl)-1H-pyrazole-3-carboxylic acid ethyl ester